4-({3-[4-Chloro-6-(2,6-dimethyl-phenyl)-pyrimidin-2-ylsulfamoyl]-benzoylamino}-methyl)-4-hydroxymethyl-piperidine-1-carboxylic acid tert-butyl ester C(C)(C)(C)OC(=O)N1CCC(CC1)(CO)CNC(C1=CC(=CC=C1)S(NC1=NC(=CC(=N1)Cl)C1=C(C=CC=C1C)C)(=O)=O)=O